(2S,4R)-1-((S)-2-(1-fluorocyclopropanecarboxamido)-3,3-dimethylbutanoyl)-4-hydroxy-N-(4-(4-methylthiazol-5-yl)-2-((5-sulfamoylpentyl)oxy)benzyl)pyrrolidine-2-carboxamide FC1(CC1)C(=O)N[C@H](C(=O)N1[C@@H](C[C@H](C1)O)C(=O)NCC1=C(C=C(C=C1)C1=C(N=CS1)C)OCCCCCS(N)(=O)=O)C(C)(C)C